(2R)-2-amino-3-hydroxypropionic acid methyl ester hydrochloride Cl.COC([C@@H](CO)N)=O